COC(C1=C(C=C2C3(CC(N(C2=N1)C(=O)OC(C)(C)C)C3)F)CN3C(OCCCC3)=O)OC tert-butyl 7-(dimethoxymethyl)-4-fluoro-6-((2-oxo-1,3-oxazepan-3-yl)methyl)-3,4-dihydro-2,4-methylene-1,8-naphthyridine-1(2H)-carboxylate